N-((1R,3R,5S)-8-((R)-morpholine-3-carbonyl)-8-azabicyclo[3.2.1]oct-3-yl)benzamide Sodium [Na].N1[C@H](COCC1)C(=O)N1[C@H]2CC(C[C@@H]1CC2)NC(C2=CC=CC=C2)=O